BrC1=C(C=C(C=C1)Cl)NC(=S)N 2-bromo-5-chlorophenylthiourea